The molecule is an acyl-CoA(4-) oxoanion arising from deprotonation of the phosphate and diphosphate OH groups of 3-oxocholesta-4,24-dien-26-oyl-CoA; major species at pH 7.3. It is a conjugate base of a 3-oxocholesta-4,24-dien-26-oyl-CoA. C[C@H](CC/C=C(\\C)/C(=O)SCCNC(=O)CCNC(=O)[C@@H](C(C)(C)COP(=O)([O-])OP(=O)([O-])OC[C@@H]1[C@H]([C@H]([C@@H](O1)N2C=NC3=C(N=CN=C32)N)O)OP(=O)([O-])[O-])O)[C@H]4CC[C@@H]5[C@@]4(CC[C@H]6[C@H]5CCC7=CC(=O)CC[C@]67C)C